O=C1CCNN1CCC1=CC=C(C(=O)OC)C=C1 methyl 4-(2-(5-oxopyrazolidin-1-yl)ethyl)benzoate